(S)-5-((1-(tert-Butoxycarbonyl)piperidin-2-yl)methoxy)-2-methylbenzoic acid C(C)(C)(C)OC(=O)N1[C@@H](CCCC1)COC=1C=CC(=C(C(=O)O)C1)C